3-benzyl-1-(trans-4-((5-cyano-4-((1-methylpyrrolidin-3-yl)amino)pyrimidin-2-yl)amino)-cyclohexyl)-1-(5-(1-methyl-1H-pyrazol-4-yl)pyridin-2-yl)urea C(C1=CC=CC=C1)NC(N(C1=NC=C(C=C1)C=1C=NN(C1)C)[C@@H]1CC[C@H](CC1)NC1=NC=C(C(=N1)NC1CN(CC1)C)C#N)=O